tertbutyl 5-(3-((4-((3-aminobenzyl)sulfonyl)-4-azaspiro[2.5]octan-7-yl)amino)phenyl)-3-(2-(tert-butoxy)-2-oxoethoxy)-4-chlorothiophene-2-carboxylate NC=1C=C(CS(=O)(=O)N2C3(CC3)CC(CC2)NC=2C=C(C=CC2)C2=C(C(=C(S2)C(=O)OC(C)(C)C)OCC(=O)OC(C)(C)C)Cl)C=CC1